cesium acrylate C(C=C)(=O)[O-].[Cs+]